C(C=C)(=O)NCCCl acrylamidoethyl chloride